C(#N)C1=CC=C(C=C1)C1=C(NC2=C(C=CC=C12)F)C(=O)NC[C@H](CC(CNC(OC(C)(C)C)=O)O[Si](C(C)C)(C(C)C)C(C)C)NC(OC(C)(C)C)=O di-tert-butyl ((4S)-5-(3-(4-cyanophenyl)-7-fluoro-1H-indole-2-carboxamido)-2-((triisopropylsilyl)oxy)pentane-1,4-diyl)dicarbamate